C(C=C)N1N(C2=NC(=NC=C2C1=O)NC1=CC=C2C(=NNC2=C1)C)C1=NC(=CC=C1)C(C)(C)O 2-allyl-1-(6-(2-hydroxypropan-2-yl)pyridin-2-yl)-6-((3-methyl-1H-indazol-6-yl)amino)-1,2-dihydro-3H-pyrazolo[3,4-d]pyrimidin-3-one